4-chloro-N-(4-(tetrahydro-2H-pyran-2-yl)-4H-1,2,4-triazol-3-yl)pyridin-2-amine ClC1=CC(=NC=C1)NC1=NN=CN1C1OCCCC1